4-(4-chloro-3-fluorophenyl)thiomorpholine 1,1-dioxide ClC1=C(C=C(C=C1)N1CCS(CC1)(=O)=O)F